BrC1=C(C=C(C=C1)C=1C(=NC=CC1)C(F)(F)F)S(=O)(=O)N 2-bromo-5-(trifluoromethylpyridin-3-yl)benzenesulfonamide